ClS(C1=C(C=CC=C1)F)(F)(F)(F)F 2-(chlorotetrafluoro-λ6-sulfanyl)fluorobenzene